heptan-4-yl ((S)-(perfluorophenoxy)(phenoxy)phosphoryl)-L-phenylalaninate FC1=C(O[P@@](=O)(OC2=CC=CC=C2)N[C@@H](CC2=CC=CC=C2)C(=O)OC(CCC)CCC)C(=C(C(=C1F)F)F)F